FC1=C(C=CC=C1)C1=NN2C(SCCC2)=C1C(=O)O 2-(2-fluorophenyl)-6,7-dihydro-5H-pyrazolo[5,1-b][1,3]thiazine-3-carboxylic acid